O1CCC2=C1C=CC(=C2)CCC(=O)O 3-(2,3-dihydrobenzofuran-5-yl)propionic acid